N=1C=CN2C1N=CC(=C2)C2=CNC1=NC=C(C=C12)NC(=O)C1CCN(CC1)C N-(3-(imidazo[1,2-a]pyrimidin-6-yl)-1H-pyrrolo[2,3-b]pyridin-5-yl)-1-methylpiperidine-4-carboxamide